C(C)(=O)OC[C@H]([C@H]([C@@H]([C@H](C(=O)SCCCCCCCCCCCC)OC(C)=O)OC(C)=O)OC(C)=O)OC(CCl)=O (2R,3R,4S,5R)-2-(2-chloroacetoxy)-6-(dodecylthio)-6-oxohexane-1,3,4,5-tetrayl tetraacetate